(7-(3-Ethoxy-5-(trifluoromethyl)phenyl)-2-azaspiro[3.5]nonan-2-yl)((1s,3s)-3-hydroxy-3-methylcyclobutyl)methanone C(C)OC=1C=C(C=C(C1)C(F)(F)F)C1CCC2(CN(C2)C(=O)C2CC(C2)(C)O)CC1